C(C)(C)OC1=NC=2N(C=C1C(=O)NC=1C(N(C=CC1)[C@@H]1[C@H](C1)C)=O)C=C(N2)[C@@]21CO[C@@](CC2)(C1)C 7-isopropoxy-2-((1S,4R)-1-methyl-2-oxabicyclo[2.2.1]heptan-4-yl)-N-(1-((1S,2S)-2-methylcyclopropyl)-2-oxo-1,2-dihydropyridin-3-yl)imidazo[1,2-a]pyrimidine-6-carboxamide